BrC=1C(=NN(C1C(F)(F)F)CC(=O)N1[C@@H]([C@@H](CC1)N[S@](=O)C(C)(C)C)C1=C(C(=CC=C1)OC)C)C1CC1 (R)-N-[(2R,3R)-1-[2-[4-bromo-3-cyclopropyl-5-(trifluoromethyl)pyrazol-1-yl]acetyl]-2-(3-methoxy-2-methyl-phenyl)pyrrolidine-3-yl]-2-methyl-propane-2-sulfinamide